(S)-2-(2,6-dioxopiperidin-3-yl)-5-(3-azaspiro[5.5]undecan-9-yl)-3,5-dihydro-1H-pyrrolo[3,4-c]pyridine-1,4(2H)-dione O=C1NC(CC[C@@H]1N1CC=2C(N(C=CC2C1=O)C1CCC2(CCNCC2)CC1)=O)=O